C(C)(=O)OC[C@@H]1[C@H]([C@H]([C@@H](O1)N1C=NC=2C(O)=NC=NC12)O)O inosine acetate